(6R,6aS,11aR)-14-(cyclopropylmethyl)-2-methoxy-8-methyl-10-(pyridin-3-yl)-5,6,10,11-tetrahydro-6,11a-(epiminoethano)naphtho[2,1-f]indazol-6a(7H)-ol C1(CC1)CN1CC[C@@]23[C@@](CC=4C(=NN(C4C2)C=2C=NC=CC2)C)([C@H]1CC=1C=CC(=CC13)OC)O